C(C)(C)(C)OOC(C)(C)C1=CC=C(C=C1)OOC(C)(C)C 1,4-bis-t-butylperoxy-isopropylbenzene